6-((3R)-4-(4-(((3-(2,6-dioxopiperidin-3-yl)-4-oxo-3,4-dihydroquinazolin-5-yl)amino)methyl)benzyl)-3-methylpiperazin-1-yl)nicotinonitrile O=C1NC(CCC1N1C=NC2=CC=CC(=C2C1=O)NCC1=CC=C(CN2[C@@H](CN(CC2)C2=NC=C(C#N)C=C2)C)C=C1)=O